ClCC(=O)NC[C@@H](C(=O)N1CCOCC1)NC(OC(C)(C)C)=O (S)-tert-butyl (3-(2-chloroacetamido)-1-morpholino-1-oxopropan-2-yl)carbamate